9-(4-(Diisopropylamino)butyl)-7-hydroxyheptadecane-1,17-diyl dioleate C(CCCCCCC\C=C/CCCCCCCC)(=O)OCCCCCCC(CC(CCCCCCCCOC(CCCCCCC\C=C/CCCCCCCC)=O)CCCCN(C(C)C)C(C)C)O